ClC=1C=C(C=C(C1OC1=NNC(C2=CC(=CC=C12)Cl)=O)Cl)N1N=C(C(NC1=O)=O)C#N (3,5-dichloro-4-((6-chloro-4-oxo-3,4-dihydrophthalazin-1-yl)oxy)phenyl)-3,5-dioxo-2,3,4,5-tetrahydro-1,2,4-triazine-6-carbonitrile